N,N-Dimethyl-5-(3-{2-methyl-4-[5-(trifluoromethyl)-1,2,4-oxadiazol-3-yl]phenoxy}-propyl)isoxazol-3-carboxamid CN(C(=O)C1=NOC(=C1)CCCOC1=C(C=C(C=C1)C1=NOC(=N1)C(F)(F)F)C)C